naphthalen-2-yl (1r,4r)-6-(4-(1H-imidazol-1-yl) phenyl)-5-(4-hydroxyphenyl)-7-oxabicyclo[2.2.1]hept-5-ene-2-sulfonate N1(C=NC=C1)C1=CC=C(C=C1)C1=C([C@H]2CC([C@@H]1O2)S(=O)(=O)OC2=CC1=CC=CC=C1C=C2)C2=CC=C(C=C2)O